5-(2-Fluoro-6-methoxyphenyl)-3-(4-(4-hydroxylpiperidin-1-yl)phenyl)-1H-pyrazolo[4,3-c]pyridazin-6(5H)-on FC1=C(C(=CC=C1)OC)N1N=C2C(=CC1=O)NN=C2C2=CC=C(C=C2)N2CCC(CC2)O